(S)-3-(3-(6-bromo-7-((1-(ethylsulfonyl)pyrrolidin-3-yl)amino)-3H-imidazo[4,5-b]pyridin-2-yl)-2,5-dimethyl-1H-pyrrol-1-yl)-N-(2-morpholinoethyl)benzamide BrC=1C(=C2C(=NC1)NC(=N2)C2=C(N(C(=C2)C)C=2C=C(C(=O)NCCN1CCOCC1)C=CC2)C)N[C@@H]2CN(CC2)S(=O)(=O)CC